tert-butyl ((5-((3-(1-methyl-1H-pyrazol-4-yl)-4-(methylsulfonyl)phenyl) sulfonyl)thiazol-2-yl)methyl)carbamate CN1N=CC(=C1)C=1C=C(C=CC1S(=O)(=O)C)S(=O)(=O)C1=CN=C(S1)CNC(OC(C)(C)C)=O